O1CCC=2C=NC=CC21 2,3-dihydrofuro[3,2-c]pyridin